6-[(1Z)-2-cyclopropyl-3-ethoxy-3-oxoprop-1-en-1-yl]-5-nitropyridine-3-carboxylic acid methyl ester COC(=O)C=1C=NC(=C(C1)[N+](=O)[O-])\C=C(/C(=O)OCC)\C1CC1